N1C(=NC2=C1C=CC=C2)C2=CC=C(C=C2)O 4-(1H-benzimidazol-2-yl)phenol